N-(6-((R)-1-((S)-1-(4-methoxyphenyl)ethyl)pyrrolidin-2-yl)pyridin-2-yl)cyclopropanesulfonamide COC1=CC=C(C=C1)[C@H](C)N1[C@H](CCC1)C1=CC=CC(=N1)NS(=O)(=O)C1CC1